[I-].C(C)N1C=[N+](C2=C1C=C(C=C2)OC)CCOCCOCCO 1-ethyl-3-{2-[2-(2-hydroxyethyloxy)ethoxy]ethyl}-6-methoxy-1H-1,3-benzodiazol-3-ium iodide